NCCCCCNC(=O)C1=C(C=C(C=C1)NC(=O)C=1N(C(=CN1)C=1C(=NN(C1)C1=NC=C(C=C1)N)C(F)(F)F)C)Cl N-[4-(5-aminopentylcarbamoyl)-3-chloro-phenyl]-5-[1-(5-amino-2-pyridinyl)-3-(trifluoromethyl)pyrazol-4-yl]-1-methyl-imidazole-2-carboxamide